4-[5-(4-chlorophenyl)-1-[2-(trifluoromethyl)-phenyl]pyrrol-2-yl]-N-[2-(dimethylamino)-ethyl]benzamide ClC1=CC=C(C=C1)C1=CC=C(N1C1=C(C=CC=C1)C(F)(F)F)C1=CC=C(C(=O)NCCN(C)C)C=C1